CN1C(=NN=C1)S[C@@H](C)C=1C=C(C=CC1)N1N=CC(=N1)C=1C=C(C#N)C=CC1 (S)-3-(2-(3-(1-(4-methyl-4H-1,2,4-triazol-3-ylthio)ethyl)phenyl)-2H-1,2,3-triazol-4-yl)benzonitrile